C(\C=C/C(=O)O)(=O)O.C(C)(C)(C)NC[C@@H](COC1=NSN=C1N1CCOCC1)OC(=O)[C@@H](C)OC(CCCCCCCCCCCCCCCCC)=O Octadecanoic acid (R)-1-[(S)-1-(tert-butylamino-methyl)-2-(4-morpholin-4-yl-[1,2,5]thiadiazol-3-yloxy)-ethoxycarbonyl]-ethyl ester maleate